N-(3-(4-acetylpiperazin-1-yl)phenyl)-3-(tert-butyl)-5-(5-chloroisoindolin-2-yl)-7-(1H-pyrazol-4-yl)pyrazolo[1,5-a]pyrimidine-2-carboxamide C(C)(=O)N1CCN(CC1)C=1C=C(C=CC1)NC(=O)C1=NN2C(N=C(C=C2C=2C=NNC2)N2CC3=CC=C(C=C3C2)Cl)=C1C(C)(C)C